CC1=CC=CC(=N1)C1=NNC=C1C=1N=C2C=C(C=NC2=CC1)NC(CCN1CCOCC1)=O N-[6-[3-(6-methyl-2-pyridyl)-1H-pyrazol-4-yl]-1,5-naphthyridin-3-yl]-3-morpholino-propanamide